4-bromo-7-[2-(4-methylpiperazin-1-yl)ethoxy]quinoline BrC1=CC=NC2=CC(=CC=C12)OCCN1CCN(CC1)C